C(C)N1NC(C=2C1=NC(=CC2)NC2=NC=C(C(=N2)N[C@H](CO)C2=CC=CC=C2)C2=NC(=NO2)C)=O (S)-1-ethyl-6-((4-((2-hydroxy-1-phenylethyl)amino)-5-(3-methyl-1,2,4-oxadiazol-5-yl)pyrimidin-2-yl)amino)-1,2-dihydro-3H-pyrazolo[3,4-b]pyridin-3-one